C(C)(C)(C)OC(=O)N1CC=2N(C(C1)C(=O)O)N=C(C2C2=CC=NC=C2)C2=CC=C(C=C2)F 5-(tert-butoxycarbonyl)-2-(4-fluorophenyl)-3-(pyridin-4-yl)-4,5,6,7-tetrahydropyrazolo[1,5-a]pyrazine-7-carboxylic acid